tetraoxa-5,17-diazahenicosan-21-oate OOOONCCCCCCCCCCCNCCCC(=O)[O-]